BrC1=CC=C(OC[C@@H]2COC[C@@](O2)(C)CN2CC(C2)F)C=C1 1-(((2R,6S)-6-((4-bromophenoxy)methyl)-2-methyl-1,4-dioxan-2-yl)methyl)-3-fluoroazetidine